FC1=C(C(=O)NCC2=CC(=C(C=C2)COC)F)C=C(C=C1)C1=NC=CC=C1C=O 2-Fluoro-N-(3-fluoro-4-(methoxymethyl)benzyl)-5-(3-formylpyridine-2-yl)benzamide